N-(6-amino-2,3-dihydrobenzofuran-5-yl)-N-methylmethanesulfonamide NC1=CC2=C(CCO2)C=C1N(S(=O)(=O)C)C